FC1=C(C=C2CCN(C2=C1)C(=O)NCC1=CC(=CC=C1)OC)C=1C(=NN(C1)C1OCCCC1)[N+](=O)[O-] 6-fluoro-N-(3-methoxybenzyl)-5-(3-nitro-1-(tetrahydro-2H-pyran-2-yl)-1H-pyrazol-4-yl)indoline-1-carboxamide